2-{[(3Z)-2-methylenepent-3-en-1-yl]amino}acetonitrile C=C(CNCC#N)\C=C/C